FC=1C=C(C=CC1C1=NOC(=N1)C(F)(F)F)CNS(=O)(=O)CC N-[[3-fluoro-4-[5-(trifluoromethyl)-1,2,4-oxadiazol-3-yl]phenyl]methyl]ethanesulfonamide